(Z)-3-fluoro-4-(4-(5-fluoropyridin-3-yl)-6-(trifluoromethyl)-1H-benzo[d][1,2,3]triazole-1-yl)but-2-en-1-amine F\C(=C/CN)\CN1N=NC2=C1C=C(C=C2C=2C=NC=C(C2)F)C(F)(F)F